CSC1=NC(=C2NC=NC2=N1)NC(NC([C@@H](N)[C@H](O)C)=O)=O 2-methylthio-N6-threonylcarbamoyl-adenine